ClC=1C=C(C=NC1)C1=NC(=C2N=CN(C2=N1)[C@H]1[C@@H]([C@@H]([C@H](O1)C(=O)NCC)O)O)NCC1=CC(=CC=C1)F (2s,3s,4r,5r)-5-(2-(5-chloropyridin-3-yl)-6-(3-fluorobenzylamino)-9H-purin-9-yl)-N-ethyl-3,4-dihydroxytetrahydrofuran-2-carboxamide